Cl.Cl.Cl.O1CCN(CC1)C=1C=CC(=C(N)C1)N1CCCCC1 5-morpholino-2-(piperidin-1-yl)aniline tri-hydrochloride